C(C)C1=C(C=C(C(=O)O)C=C1)NC(=O)C=1C=NC=C(C1)C1=CC(=CC=C1)F 4-ethyl-3-[5-(3-fluorophenyl)pyridin-3-amido]benzoic acid